Silicon-Silicon [Si].[Si]